C(CCC)N(C(=O)C1=CC=C(C=C1)CCC(=O)O)CC1=C(C=CC=C1)N(CC)CC 3-(4-(butyl-(2-(diethylamino)benzyl)carbamoyl)phenyl)propanoic acid